ClC1=CC=C(C=C1)C(C)N l-1-(4-chlorophenyl)ethylamine